(2S,4R)-N-[(1-cyclopropyl-2-ethyl-benzimidazol-5-yl)methyl]-1-[(2S)-2-(4-cyclopropyltriazol-1-yl)-3,3-dimethyl-butanoyl]-4-hydroxy-pyrrolidine-2-carboxamide C1(CC1)N1C(=NC2=C1C=CC(=C2)CNC(=O)[C@H]2N(C[C@@H](C2)O)C([C@H](C(C)(C)C)N2N=NC(=C2)C2CC2)=O)CC